NCC1CCC(CC1)C(N[C@H](C(NCCCC[C@H](NC(N[C@H](CCC(=O)O)C(=O)O)=O)C(=O)O)=O)CC1=CC2=CC=CC=C2C=C1)=O (3S,10S,14R)-1-[(1r,4S)-4-(aminomethyl)cyclohexyl]-3-[(naphthalen-2-yl)methyl]-1,4,12-trioxo-2,5,11,13-tetraazahexadecane-10,14,16-tricarboxylic acid